2-(2,5-dihydroxy-4-sulfobenzamido)terephthalic acid OC1=C(C(=O)NC2=C(C(=O)O)C=CC(=C2)C(=O)O)C=C(C(=C1)S(=O)(=O)O)O